BrC1=C(C=C2C(=NN(C2=C1)C)C)[N+](=O)[O-] 6-bromo-1,3-dimethyl-5-nitro-1H-indazole